FC1=C(C(=CC(=C1)[N+](=O)[O-])F)N1CCC(CC1)(O)CN1CCN(CC1)C(=O)OCC1=CC=CC=C1 benzyl 4-((1-(2,6-difluoro-4-nitrophenyl)-4-hydroxypiperidin-4-yl)methyl)piperazine-1-carboxylate